2'-((2,3-dimethylbutane-2,3-diyl)bis(oxy))bis(ethan-1-ol) CC(C)(C(C)(C)OCCO)OCCO